1-(1-(2-(quinolin-6-yl)acetyl)azetidin-3-yl)-7-(trifluoromethyl)-1H-benzo[d]imidazole N1=CC=CC2=CC(=CC=C12)CC(=O)N1CC(C1)N1C=NC2=C1C(=CC=C2)C(F)(F)F